[Mo]=O.[In] INDIUM MOLYBDENUM OXIDE